CS(=O)(=O)C[C@@H]1[C@H](N(C1)C=1N=CC(=C2C=C(N=CC12)NC1=NC(=NC=C1)N1C[C@H]([C@@H](CC1)OC)O)C(C)C)C (3R,4R)-1-[4-({8-[(2R,3S)-3-(methanesulfonylmeth-yl)-2-methylazetidin-1-yl]-5-(propan-2-yl)-2,7-naphthyridin-3-yl}amino)pyrimidin-2-yl]-4-methoxypiperidin-3-ol